D-(-)-Ribofuranose OC1[C@H](O)[C@H](O)[C@H](O1)CO